BrCCCC=O 4-bromobutyraldehyde